N-(1-(3-(1-(4-methoxybenzyl)-4-methyl-6-oxo-1,4,5,6-tetrahydro-1,2,4-triazin-3-yl)pyrazin-2-yl)ethyl)-3,5-bis(trifluoromethyl)benzamide COC1=CC=C(CN2N=C(N(CC2=O)C)C=2C(=NC=CN2)C(C)NC(C2=CC(=CC(=C2)C(F)(F)F)C(F)(F)F)=O)C=C1